C1(CCC1)NC1=CC2=C(N=C(N=C2N[C@H](C)C2=C(C(=CC=C2)C(F)F)F)C)C=N1 N6-cyclobutyl-N4-{(1R)-1-[3-(difluoromethyl)-2-fluorophenyl]ethyl}-2-methylpyrido[3,4-d]pyrimidine-4,6-diamine